salicyloylaminotriazole C1=CC=C(C(=C1)C(=O)NC2=NC=NN2)O